CN(C[C@@H](C)NC(=O)C1=NC=CC2=C(C=3N(C=4C=CC(=CC4C3C=C21)O)C)C)C (R)-N-(1-(dimethylamino)propan-2-yl)-9-hydroxy-5,6-dimethyl-6H-pyrido[4,3-b]carbazole-1-carboxamide